C(C(C)C)C1=NNC(=C1)C1CN(CC1)C(=O)N1CC2(C1)CC(C2)CC2=NC=C(N=C2)C(F)(F)F [3-(3-Isobutyl-1H-pyrazol-5-yl)pyrrolidin-1-yl]-[6-[[5-(trifluoromethyl)pyrazin-2-yl]methyl]-2-azaspiro[3.3]heptan-2-yl]methanone